CS(=O)(=O)NC=1C=C(C=CC1)N1CC2(CN(C2)C=2C(=C(C(=O)O)C=CC2)[N+](=O)[O-])C1 3-(6-(3-(methylsulfonamido)phenyl)-2,6-diazaspiro[3.3]heptan-2-yl)-2-nitrobenzoic acid